CC=1C=CC(=NC1)S(=O)(=O)NC1=C2N=CC=NC2=CC=C1 5-methyl-N-(quinoxalin-5-yl)pyridine-2-sulfonamide